CC1=NN(C2=C1C=NC(=C2)C(=O)OCCOCCOCCCC)C 2-(butoxyethoxy)ethanol methyl-1-methyl-1H-pyrazolo[4,3-c]pyridine-6-carboxylate